2,2'-dihydroxy-4,4'-di-tert-butoxybenzophenone OC1=C(C(=O)C2=C(C=C(C=C2)OC(C)(C)C)O)C=CC(=C1)OC(C)(C)C